tert-butyl 6-(2-aminoethyl)-5,7-dihydro-4H-thieno[2,3-c]pyridine-2-carboxylate NCCN1CC2=C(CC1)C=C(S2)C(=O)OC(C)(C)C